((S)-1-oxo-1-(((S)-1-oxo-3-((S)-2-oxopyrrolidin-3-yl)propan-2-yl)amino)-3-phenylpropane-2-yl)carbamic acid O=C([C@H](CC1=CC=CC=C1)NC(O)=O)N[C@H](C=O)C[C@H]1C(NCC1)=O